C(CCCCCCCCC)[N+](CCCS(=O)(=O)[O-])(C)C 3-(decyldimethylammonio)propanesulfonate